Cl.BrC1=C(C(=C(C=C1)NN)OC)F (4-bromo-3-fluoro-2-methoxyphenyl)hydrazine hydrochloride